S1C=CC2=C1C=CC(=C2)CC(C)N(C(OC(C)(C)C)=O)CC tert-butyl (1-(benzothiophen-5-yl)propan-2-yl)(ethyl)carbamate